C(CCCCCCCCCCCC)C1=CC=C(C=C1)S(=O)(=O)O 4-tridecylbenzenesulfonic acid